(E)-1-(6-((4-amino-7-methyl-5-(4-phenoxyphenyl)-7H-pyrrolo[2,3-d]pyrimidin-6-yl)ethynyl)-2-azaspiro[3.3]heptan-2-yl)-4-(dimethylamino)but-2-en-1-one formate C(=O)O.NC=1C2=C(N=CN1)N(C(=C2C2=CC=C(C=C2)OC2=CC=CC=C2)C#CC2CC1(CN(C1)C(\C=C\CN(C)C)=O)C2)C